NC1CCC(CC1)CNC1=C(C=C(C=C1)N1CC(OC(C1)C)C)C(F)(F)F N-(((1r,4r)-4-aminocyclohexyl)methyl)-4-(2,6-dimethylmorpholino)-2-(trifluoromethyl)aniline